1,4-oxazepane-5,5-d2 hydrochloride Cl.O1CCNC(CC1)([2H])[2H]